C(CC1=CC=CC=C1)S=C(C[C@@H](/C(=C\C)/C=O)CC=O)O.OC1(N(CCC1)CC1=CC=C(C=C1)OCC=1C(=C(C=CC1)C1=CC=CC=C1)C)C(=O)N hydroxy-1-(4-((2-methyl-[1,1'-biphenyl]-3-yl)methoxy)benzyl)pyrrolidine-2-carboxamide S-phenethyl-(3S,4E)-4-formyl-3-(2-oxoethyl)hex-4-enethioate